1-Cyclopropylmethyl-4-methoxybenzene C1(CC1)CC1=CC=C(C=C1)OC